ClC=1C=C(C=CC1F)NC1=NC2=CC=CC=C2C(=N1)NCC=1OC(=CC1)C N2-(3-chloro-4-fluorophenyl)-N4-((5-methylfuran-2-yl)methyl)quinazoline-2,4-diamine